FCC1=C2C(=NN(C2=CC=C1)C1OCCCC1)N1CC(C(C1)(F)F)(F)F 4-(fluoromethyl)-3-(3,3,4,4-tetrafluoropyrrolidin-1-yl)-1-tetrahydropyran-2-yl-indazole